BrC=1C(=NC(=CC1)OC)C(CCO)CCO 3-(3-bromo-6-methoxy-2-pyridyl)pentane-1,5-diol